5-bromo-N-(2-carbamoyl-4-chloro-6-methyl-phenyl)-2-[[3-(difluoromethyl)-1-methyl-pyrazol-4-yl]methyl]pyrazole-3-carboxamide BrC=1C=C(N(N1)CC=1C(=NN(C1)C)C(F)F)C(=O)NC1=C(C=C(C=C1C)Cl)C(N)=O